(3-bromonaphthalen-1-yl)boric acid BrC=1C=C(C2=CC=CC=C2C1)OB(O)O